CN(CCOCCC(=O)NC=1C=CC=C2C(=CC=NC12)C(=O)OC)C methyl 8-(3-(2-(dimethylamino)ethoxy)propanamido)quinoline-4-carboxylate